Cl.NC1CCN(CC1)S(=O)(=O)N1[C@H]2CC(C[C@@H]1CC2)NC(=O)C2=NSC(=C2)CC N-[(1R,3R,5S)-8-(4-aminopiperidine-1-sulfonyl)-8-azabicyclo[3.2.1]oct-3-yl]-5-ethyl-1,2-thiazole-3-carboxamide hydrochloride